N1(C=NC=C1)CC1=C(C=C(C=C1)C1=C(SC(=C1)CC(C)C)S(=O)(=O)NC(O)=O)C ((3-(4-((1H-imidazol-1-yl)methyl)-3-methylphenyl)-5-isobutylthiophen-2-yl)sulfonyl)carbamic acid